benzoyl-bis(2,6-dimethylphenyl)phosphonic acid C(C1=CC=CC=C1)(=O)P(OC1=C(C=CC=C1C)C)(OC1=C(C=CC=C1C)C)=O